3,4-diphenyl-butyramide C1(=CC=CC=C1)C(CC(=O)N)CC1=CC=CC=C1